(4-(1H-pyrazol-1-yl)piperidin-1-yl)(6-((1-methyl-1H-indazol-5-yl)methoxy)-4-(piperidine-1-carbonyl)quinolin-2-yl)methanone N1(N=CC=C1)C1CCN(CC1)C(=O)C1=NC2=CC=C(C=C2C(=C1)C(=O)N1CCCCC1)OCC=1C=C2C=NN(C2=CC1)C